(R)-3-(1-(4-Fluorophenyl)ethyl)-5,6,7,8-tetrahydropyrido[3',4':4,5]thieno[2,3-d]pyrimidin-4(3H)-one FC1=CC=C(C=C1)[C@@H](C)N1C=NC2=C(C1=O)C1=C(S2)CCNC1